COC1=C(C=C(C(=C1)CC(NC1=CC(=NC=C1)C(NC1(CC1)C(F)(F)F)=O)=O)C)C(C(=O)OC)(C)C methyl 2-[2-methoxy-5-methyl-4-[2-oxo-2-[[2-[[1-(trifluoromethyl) cyclopropyl] carbamoyl]-4-pyridinyl] amino] ethyl] phenyl]-2-methyl-propanoate